2-((6-fluoro-2-methylpyridin-3-yl)oxy)-N,4-dimethyl-N-(3-(S-methylamino-sulfanyl)phenyl)-5-(trifluoromethyl)nicotinamide FC1=CC=C(C(=N1)C)OC1=C(C(=O)N(C2=CC(=CC=C2)SNC)C)C(=C(C=N1)C(F)(F)F)C